lactosyllactose C1([C@H](O)[C@@H](O)[C@H](O[C@H]2[C@H](O)[C@@H](O)[C@@H](O)[C@H](O2)CO)[C@H](O1)CO)C1(O)[C@H](O)[C@@H](O)[C@H](O[C@H]2[C@H](O)[C@@H](O)[C@@H](O)[C@H](O2)CO)[C@H](O1)CO